2-(4-(1-((2-(2,6-dioxopiperidin-3-yl)-1,3-dioxoisoindoline-5-yl)methyl)piperidine-4-yl)phenyl)-2H-indazole-7-carboxamide O=C1NC(CCC1N1C(C2=CC=C(C=C2C1=O)CN1CCC(CC1)C1=CC=C(C=C1)N1N=C2C(=CC=CC2=C1)C(=O)N)=O)=O